FC(C(C(F)(F)F)(O)C1=CC=C(C=C1)NC(=O)C1N(CCC2=CC(=CC=C12)S(=O)(=O)C)C(=O)OC(C)(C)C)(F)F tert-Butyl 1-((4-(1,1,1,3,3,3-hexafluoro-2-hydroxypropan-2-yl)phenyl)carbamoyl)-6-(methylsulfonyl)-3,4-dihydroisoquinoline-2(1H)-carboxylate